2-(3-((1H-pyrrolo[3,2-b]pyridin-5-yl)oxy)phenyl)-1H-imidazole-5-carbaldehyde N1C=CC2=NC(=CC=C21)OC=2C=C(C=CC2)C=2NC(=CN2)C=O